CN(C(=O)N1CC2(CC(C2)C2=C(C=C(C=C2)NC(OCC2=CN=CO2)=O)F)CC1)C oxazol-5-ylmethyl (4-(6-(dimethylcarbamoyl)-6-azaspiro[3.4]octan-2-yl)-3-fluorophenyl)carbamate